NC1=NN2C(C=C(C=C2)C2=CC=CC(=N2)C=2C(=NN(C2)C(C(C)(F)F)C2=CC=C(C=C2)F)C#N)=N1 4-(6-(2-amino-[1,2,4]triazolo[1,5-a]pyridin-7-yl)pyridin-2-yl)-1-(2,2-difluoro-1-(4-fluorophenyl)propyl)-1H-pyrazole-3-carbonitrile